1,10-dioxo-4,7,13,16-tetraazacyclooctadecane O=C1CCNCCNCCC(CCNCCNCC1)=O